(S)-N-(7-chloro-6-(1-((3S,4S)-4-hydroxy-3-methyltetrahydrofuran-3-yl)piperazin-4-yl)isoquinolin-3-yl)-2,2-dimethyltetrahydrofuran-3-carboxamide ClC1=C(C=C2C=C(N=CC2=C1)NC(=O)[C@@H]1C(OCC1)(C)C)N1CCN(CC1)[C@]1(COC[C@H]1O)C